OCC(CO)CO 2,2-bis(hydroxymethyl)-1-ethanol